(2E)-4-(dimethylamino)-1-[(2S)-2-{[(4-{3-[4-fluoro-3-(trifluoromethoxy)phenyl]-1H-pyrrolo[3,2-b]pyridin-2-yl}pyridin-3-yl)oxy]methyl}pyrrolidin-1-yl]but-2-en-1-one CN(C/C=C/C(=O)N1[C@@H](CCC1)COC=1C=NC=CC1C1=C(C2=NC=CC=C2N1)C1=CC(=C(C=C1)F)OC(F)(F)F)C